methyl (2S)-2-[[6-(4-chloro-5-methoxy-1H-indole-2-carbonyl)-6-azaspiro[3.4]octane-7-carbonyl]amino]-3-[(3S)-2-oxopyrrolidin-3-yl]propanoate ClC1=C2C=C(NC2=CC=C1OC)C(=O)N1CC2(CCC2)CC1C(=O)N[C@H](C(=O)OC)C[C@H]1C(NCC1)=O